(S)-3-(4-((1-(7-amino-2-(furan-2-yl)-[1,2,4]triazolo[1,5-a][1,3,5]triazin-5-yl)piperidin-3-yl)methyl)piperazin-1-yl)-5-fluorobenzoic acid hydrochloride Cl.NC1=NC(=NC=2N1N=C(N2)C=2OC=CC2)N2C[C@@H](CCC2)CN2CCN(CC2)C=2C=C(C(=O)O)C=C(C2)F